(5-aminopyridin-2-yl)(1-(pyridin-2-yl)cyclobutyl)methanone NC=1C=CC(=NC1)C(=O)C1(CCC1)C1=NC=CC=C1